N-(4-(2-amino-3-(3-methyl-3-morpholinobut-1-ynyl)pyridin-4-yloxy)-3-fluorophenyl)-3-(4-fluorophenyl)-1-isopropyl-2,4-dioxo-1,2,3,4-tetrahydropyrimidine-5-carboxamide NC1=NC=CC(=C1C#CC(C)(N1CCOCC1)C)OC1=C(C=C(C=C1)NC(=O)C=1C(N(C(N(C1)C(C)C)=O)C1=CC=C(C=C1)F)=O)F